C(C)C(CC(=CCCCCC)CC(CCCC)CC)CCCC di(2-ethylhexyl)heptaneN